tributoxy(3-vinylphenyl)silane C(CCC)O[Si](C1=CC(=CC=C1)C=C)(OCCCC)OCCCC